α-trichloromethylbenzyl acetate C(C)(=O)OC(C1=CC=CC=C1)C(Cl)(Cl)Cl